COCOC=1C=C(C=CC1)B(O)O (3-(methoxymethoxy)phenyl)boronic acid